tert-butyl 4-((4-(3-(2,6-dioxopiperidin-3-yl)-1-methyl-1H-indazol-7-yl)piperazin-1-yl)methyl)-4-fluoropiperidine-1-carboxylate O=C1NC(CCC1C1=NN(C2=C(C=CC=C12)N1CCN(CC1)CC1(CCN(CC1)C(=O)OC(C)(C)C)F)C)=O